Methyl (E)-1-(2-(((tert-butoxycarbonyl)amino)methyl)-3-fluoroallyl)-1H-pyrazole-5-carboxylate C(C)(C)(C)OC(=O)NC/C(/CN1N=CC=C1C(=O)OC)=C\F